3',5-di-tert-butyl-[1,1'-biphenyl]-2-amine C(C)(C)(C)C=1C=C(C=CC1)C=1C(=CC=C(C1)C(C)(C)C)N